C(C)(C)(C)OC(CN1CCN(CCN(CC1)CC(OC(C)(C)C)=O)[C@@H](C(=O)OC(C)(C)C)CCC(=O)OCC1=CC=CC=C1)=O (R)-O5-benzyl O1-tert-butyl 2-(4,7-bis(2-(tert-butoxy)-2-oxoethyl)-1,4,7-triazonan-1-yl)pentanedioate